Dipentylmaleat C(CCCC)/C(=C(/C(=O)[O-])\CCCCC)/C(=O)[O-]